1-((2-(bis(3-chloro-4-fluorophenyl)methyl)-1H-imidazol-5-yl)sulfonyl)-4-ethylpiperazine ClC=1C=C(C=CC1F)C(C=1NC(=CN1)S(=O)(=O)N1CCN(CC1)CC)C1=CC(=C(C=C1)F)Cl